3-(ethyl-(4-(hydroxymethyl)-5-methylthiazol-2-yl)amino)propionitrile C(C)N(CCC#N)C=1SC(=C(N1)CO)C